2-(2-(2,5-dioxo-2,5-dihydro-1H-pyrrol-1-yl)ethoxy)propanoic acid 2,3,5,6-tetrafluorophenyl ester FC1=C(C(=C(C=C1F)F)F)OC(C(C)OCCN1C(C=CC1=O)=O)=O